5-(2-fluoro-6-hydroxy-3-(3-isopropyl-1H-pyrazol-5-yl)phenyl)-1,2,5-thiadiazolidin-3-one 1,1-dioxide FC1=C(C(=CC=C1C1=CC(=NN1)C(C)C)O)N1CC(NS1(=O)=O)=O